8-chloro-3-(3-chloro-1-trityl-pyrazol-4-yl)imidazo[1,2-a]pyrazine ClC=1C=2N(C=CN1)C(=CN2)C=2C(=NN(C2)C(C2=CC=CC=C2)(C2=CC=CC=C2)C2=CC=CC=C2)Cl